COC(=O)C=1C(=CC(=NC1)C)B(O)O (5-(methoxycarbonyl)-2-methylpyridin-4-yl)boronic Acid